ClC=1C=C2C(=CNC2=CC1)CCCNS(=O)(=O)C1=CC=C(C=C1)OCCCN1CCN(CC1)CC(F)(F)F N-(3-(5-chloro-1H-indol-3-yl)propyl)-4-(3-(4-(2,2,2-trifluoroethyl)piperazin-1-yl)propoxy)benzenesulfonamide